[O-2].[Pr+3].[Nd+3].[O-2].[O-2] Neodymium praseodymium oxide